NC1=NC=CC(=C1F)CC=1C=NNC(C1Cl)=O 4-[(2-amino-3-fluoro-4-pyridyl)methyl]-5-chloro-1H-pyridazin-6-one